1,1,2,2-tetra(4-nitro-[1,1-biphenyl]-4-yl)ethane [N+](=O)([O-])C1(CC=C(C=C1)C1=CC=CC=C1)C(C(C1(CC=C(C=C1)C1=CC=CC=C1)[N+](=O)[O-])C1(CC=C(C=C1)C1=CC=CC=C1)[N+](=O)[O-])C1(CC=C(C=C1)C1=CC=CC=C1)[N+](=O)[O-]